(R)-3-((4-(4-(3-(tert-butoxy)-2-hydroxy-3-oxopropoxy)phenyl)-1H-pyrazol-1-yl)methyl)-3-fluoroazetidine-1-carboxylic acid tert-butyl ester C(C)(C)(C)OC(=O)N1CC(C1)(F)CN1N=CC(=C1)C1=CC=C(C=C1)OC[C@H](C(=O)OC(C)(C)C)O